COC(CCC1=C(CC(CC1)CC(C)C)C)OC 1-(3,3-dimethoxypropyl)-4-isobutyl-2-methyl-cyclohexene